2,5-dioxopyrrolidin-1-yl 6-(2-{bis[2-oxo-2-({2-[(α-D-mannopyranosyl)oxy]ethyl}amino)ethyl]amino}acetamido)hexanoate O=C(CN(CC(=O)NCCCCCC(=O)ON1C(CCC1=O)=O)CC(=O)NCCO[C@@H]1[C@@H](O)[C@@H](O)[C@H](O)[C@H](O1)CO)NCCO[C@@H]1[C@@H](O)[C@@H](O)[C@H](O)[C@H](O1)CO